ClC1=NC=2N(C3=CC(=CC=C13)Cl)C=NN2 5,8-dichloro-[1,2,4]triazolo[4,3-a]quinazoline